S1C(=CC=C1)C(=O)OC1=C(C=CC2=CC=CC=C12)C=1CC2=CC=CC=C2CC1 1',4'-dihydro-[2,2'-binaphthalen]-1-yl thiophene-2-carboxylate